pregnanetetrol CC[C@H]1CC[C@@H]2[C@@]1(CC[C@H]3[C@H]2CCC4[C@@]3(CC(C(C4)(O)O)(O)O)C)C